Methyl 2-((tert-butoxycarbonyl) amino)-6-(2-chloro-4-methylphenyl)-1H-benzo[d]imidazole-4-carboxylate C(C)(C)(C)OC(=O)NC1=NC2=C(N1)C=C(C=C2C(=O)OC)C2=C(C=C(C=C2)C)Cl